3-(2-(aminomethyl)pyridin-4-yl)-4,4-difluoropiperidine-1-carboxylic acid tert-butyl ester C(C)(C)(C)OC(=O)N1CC(C(CC1)(F)F)C1=CC(=NC=C1)CN